3-((1H-indazol-4-yl)methyl)-7-(2-methoxybenzyl)-5-methyl-3,5-dihydro-4H-pyridazino[4,5-b]indol-4-one N1N=CC2=C(C=CC=C12)CN1N=CC2=C(N(C=3C=C(C=CC23)CC2=C(C=CC=C2)OC)C)C1=O